CN(C(OC1=CC=C2C(=C(C(OC2=C1)=O)CC1=C(C(=CC=C1)NS(NC)(=O)=O)Cl)CN1CCC1)=O)C 4-(azetidin-1-ylmethyl)-3-(2-chloro-3-((N-methylsulfamoyl)amino)benzyl)-2-oxo-2H-chromen-7-yl dimethylcarbamate